cis-Hexadecenoic Acid CCCCCCCCCCCCC/C=C/C(=O)O